C(C)(C)(C)C=1C=CC(=NC1)Cl 5-(tert-butyl)-2-chloropyridine